C1(=C(C(=CC=C1)C(=O)[O-])C(=O)[O-])C(=O)OCC=C allyl benzenetricarboxylate